C(C)OP(=O)(OCC)C(C=1C=C2C=C(N(C2=CC1)C(=O)OCC1=CC=CC=C1)C(=O)OCC1=CC=CC=C1)(F)F 1,2-Dibenzyl 5-[(diethoxyphosphoryl)difluoromethyl]-1H-indole-1,2-dicarboxylate